3-{4-[(2-amino-4-pyrimidinyl)oxy]-3-ethylphenyl}-1-[3-fluoro-5-(trifluoromethyl)phenyl]-2,4-imidazolidinedione NC1=NC=CC(=N1)OC1=C(C=C(C=C1)N1C(N(CC1=O)C1=CC(=CC(=C1)C(F)(F)F)F)=O)CC